3-(5-ethyl-1,3-thiazol-2-yl)-5-[(3S)-tetrahydro-furan-3-yloxy]-N-{(1R)-1-[2-(trifluoromethyl)pyrimidin-5-yl]ethyl}benzamide C(C)C1=CN=C(S1)C=1C=C(C(=O)N[C@H](C)C=2C=NC(=NC2)C(F)(F)F)C=C(C1)O[C@@H]1COCC1